(S)-6-(4-(5-fluoro-2-((tetrahydro-2H-pyran-4-yl)oxy)phenyl)piperidin-1-yl)-2-(5-fluoropyridin-3-yl)-2-azaspiro[3.4]octane FC=1C=CC(=C(C1)C1CCN(CC1)[C@@H]1CC2(CN(C2)C=2C=NC=C(C2)F)CC1)OC1CCOCC1